OC[C@H](C1=CC=CC=C1)NC1=NC(=NC=C1C=1OC(=NN1)C(C)C)NC=1C=C2CCNC(C2=CC1)=O 6-[[4-[[(1S)-2-hydroxy-1-phenyl-ethyl]amino]-5-(5-isopropyl-1,3,4-oxadiazol-2-yl)pyrimidin-2-yl]amino]-3,4-dihydro-2H-isoquinolin-1-one